(2-chloro-4-fluorophenyl)(4,6-dibromo-2-methylindazol-5-yl)methanol ClC1=C(C=CC(=C1)F)C(O)C1=C(C2=CN(N=C2C=C1Br)C)Br